The molecule is an anthracycline antibiotic that is aclacinomycin A in which the keto group on the trisaccharide fragment has been reduced in a stereospecific manner to the corresponding alcohol. It has a role as an antimicrobial agent, an antineoplastic agent and a metabolite. It is an aminoglycoside, an anthracycline, a polyketide, a member of phenols, a tertiary alcohol, a trisaccharide derivative, a methyl ester and a member of tetracenequinones. It derives from an aklavinone. It is a conjugate base of an aclacinomycin N(1+). It is a tautomer of an aclacinomycin N zwitterion. CC[C@]1(C[C@@H](C2=C(C3=C(C=C2[C@H]1C(=O)OC)C(=O)C4=C(C3=O)C(=CC=C4)O)O)O[C@H]5C[C@@H]([C@@H]([C@@H](O5)C)O[C@H]6C[C@@H]([C@@H]([C@@H](O6)C)O[C@H]7CC[C@@H]([C@@H](O7)C)O)O)N(C)C)O